FC1=C(C(=C(C(=C1C(=O)O)O)F)O)F trifluoro-2,4-dihydroxybenzoic acid